[3-(1-Aminophthalazin-6-yl)-4-[(2-chlorobenzoyl)amino]phenyl]boronic acid formate C(=O)O.NC1=NN=CC2=CC(=CC=C12)C=1C=C(C=CC1NC(C1=C(C=CC=C1)Cl)=O)B(O)O